FC=1C=C(CN2C3CN(CC2C3)C3=NC=C(C=C3)C3=C2C=NC=NC2=CC(=C3)C=3C=NN(C3)C)C=CC1 6-(3-Fluorobenzyl)-3-(5-(7-(1-methyl-1H-pyrazol-4-yl)quinazolin-5-yl)pyridin-2-yl)-3,6-diazabicyclo[3.1.1]heptane